CC=1C=C2C(=NC1CC#CC(=O)N)OCC2 5-methyl-2H,3H-furo[2,3-b]pyridin-6-ylbut-2-ynamide